4-(4-chloro-2-fluoro-phenyl)-2-[(2S,6R)-2-(1-cyclopropylpyrazol-4-yl)-6-methyl-morpholin-4-yl]-7-ethyl-pyrimido[4,5-d]pyridazin-8-one ClC1=CC(=C(C=C1)C1=NC(=NC=2C(N(N=CC21)CC)=O)N2C[C@@H](O[C@@H](C2)C)C=2C=NN(C2)C2CC2)F